6-chloro-N-[6-(2,2-difluoroethoxy)-5-fluoro-2-methoxy-3-pyridyl]naphthalene-1-sulfonamide ClC=1C=C2C=CC=C(C2=CC1)S(=O)(=O)NC=1C(=NC(=C(C1)F)OCC(F)F)OC